N,N'-bis(5-trifluoromethyl-2-pyridinyl)formamidine FC(C=1C=CC(=NC1)NC=NC1=NC=C(C=C1)C(F)(F)F)(F)F